nonanenitrile-d17 C(C(C(C(C(C(C(C(C([2H])([2H])[2H])([2H])[2H])([2H])[2H])([2H])[2H])([2H])[2H])([2H])[2H])([2H])[2H])([2H])[2H])#N